C1CCC2=C(C=CC=C12)C1=C(C=C2C(=N1)C(=NN2)I)OC 5-(2,3-dihydro-1H-inden-4-yl)-3-iodo-6-methoxy-1H-pyrazolo[4,3-b]Pyridine